N1=C(C=CC=C1)CP(O)(O)=O (pyridin-2-ylmethyl)phosphonic acid